5-(6-(2,4-dimethoxypyrimidin-5-yl)imidazo[1,2-b]pyridazin-8-yl)-5-azaspiro[2.4]heptan-7-ol COC1=NC=C(C(=N1)OC)C=1C=C(C=2N(N1)C=CN2)N2CC1(CC1)C(C2)O